7-(4-(4-(8-chloro-5,6-dihydro-11H-benzo-[5,6]cyclohepta[1,2-b]pyridin-11-ylidene)-piperidin-1-yl)-butoxy)-3,4-dihydro-quinolin-2(1H)-one ClC=1C=CC2=C(CCC=3C(=NC=CC3)C2=C2CCN(CC2)CCCCOC2=CC=C3CCC(NC3=C2)=O)C1